C(C)(C)(C)OC(=O)N1C[C@@H](C[C@@H](C1)O)NC=1OC=2C(=NC(=CC2)Cl)N1 tert-butyl-(3R,5S)-3-[(5-chlorooxazolo[4,5-b]pyridin-2-yl)amino]-5-hydroxy-piperidine-1-carboxylate